2-Amino-N-(1-{8-chloro-5-[(3S,SR)-3-cyano-5-hydroxypiperidin-1-yl]imidazo[1,5-a]pyridin-6-yl}ethyl)pyrazolo[1,5-a]pyrimidine-3-carboxamide NC1=NN2C(N=CC=C2)=C1C(=O)NC(C)C=1C=C(C=2N(C1N1C[C@H](C[C@@H](C1)O)C#N)C=NC2)Cl |&1:25|